2-[(3R)-3-(1-{1-[(1R)-1-(4,6-dichloropyridin-3-yl)ethyl]-3-(3,3,3-trifluoroprop-1-ynyl)pyrazolo[4,3-b]pyrazin-6-yl}azetidin-3-yl)hexahydropyridin-1-yl]ethan-1-ol ClC1=C(C=NC(=C1)Cl)[C@@H](C)N1N=C(C2=NC=C(N=C21)N2CC(C2)[C@@H]2CN(CCC2)CCO)C#CC(F)(F)F